CN1N=CC(=C1)C=1C=C2C=C(N=CC2=CC1)NC(=O)C1CC1 N-(6-(1-methyl-1H-pyrazol-4-yl)isoquinolin-3-yl)cyclopropanecarboxamide